(R)-4-(((1-(4-bromophenyl)pyrrolidin-3-yl)methyl)(methyl)amino)piperidine-1-carboxylic acid tert-butyl ester C(C)(C)(C)OC(=O)N1CCC(CC1)N(C)C[C@@H]1CN(CC1)C1=CC=C(C=C1)Br